N-(4-(4,5-dimethyl-4H-1,2,4-triazol-3-yl)-2-ethoxyphenyl)-8-(3-methoxy-3-methylazetidin-1-yl)-6-methylpyrido[3,4-d]pyrimidin-2-amine CN1C(=NN=C1C)C1=CC(=C(C=C1)NC=1N=CC2=C(N1)C(=NC(=C2)C)N2CC(C2)(C)OC)OCC